Propoxydipropylboron C(CC)OB(CCC)CCC